FC=1C=C(C=CC1)C1=NOC(=C1)CC=1OC=C(N1)C(=O)O 2-((3-(3-fluorophenyl)isoxazol-5-yl)methyl)oxazole-4-carboxylic acid